ClC1=C(OC2=CC(=C(C=C2)NC(=O)C=2C(=C(C(=O)N)C(=CC2)F)F)F)C=CC(=C1)C(F)(F)F [[4-[2-Chloro-4-(trifluoromethyl)phenoxy]-2-fluorophenyl]carbamoyl]-2,6-difluorobenzamide